FC1=CC(=C(C=C1)C#CC1=C(N)C=CC=C1)C(=C)OC 2-((4-fluoro-2-(1-methoxyvinyl)phenyl)ethynyl)aniline